CO[Si](OC)(OC)CS (trimethoxysilyl)methanethiol